S1C(=CC=C1)C=1N=NN(C1)CC1=CC=CC=N1 6-((4-(thiophen-2-yl)-1H-1,2,3-triazol-1-yl)methyl)pyridin